6-((4-((1-ethyl-1H-pyrazol-4-yl)oxy)-3,5-difluorobenzyl)oxy)-10,10a-dihydro-1H-oxazolo[3',4':3,4]imidazo[1,2-c]pyrimidin-8(3H)-one C(C)N1N=CC(=C1)OC1=C(C=C(COC=2C=C3N(C(N2)=O)CC2N3COC2)C=C1F)F